C(C)OC(/C=C/C1N(C2=CC=CC=C2C1)C(=O)OC(C)(C)C)=O tertbutyl 2-[(E)-3-ethoxy-3-oxo-prop-1-enyl]indoline-1-carboxylate